Sodium octanate C(CCCCCCC)(=O)[O-].[Na+]